F[C@@H]1C[C@H](N(C1)C(=O)OC(C)(C)C)C(NC=1SC=C(N1)CC(F)(F)F)=O tert-butyl (2S,4R)-4-fluoro-2-((4-(2,2,2-trifluoroethyl)thiazol-2-yl)carbamoyl)pyrrolidine-1-carboxylate